5-[[[(3R)-1-(2,3-dihydro-1,4-benzodioxin-6-yl)-5-oxo-pyrrolidine-3-carbonyl]amino]methyl]isoxazole O1CCOC2=C1C=CC(=C2)N2C[C@@H](CC2=O)C(=O)NCC2=CC=NO2